C(C)(C)(C)OC(=O)N1C(C2=C(C=CC(=C2C1)C1=CN=C2N1C=CN=C2)N)=O 7-amino-4-(imidazo[1,2-a]pyrazin-3-yl)-1-oxoisoindoline-2-carboxylic acid tert-butyl ester